2-[4-[(2-Hydroxy-3-(2-ethylhexyloxy)propyl)oxy]-2-hydroxyphenyl]-4,6-bis(2,4-dimethylphenyl)-1,3,5-triazine OC(COC1=CC(=C(C=C1)C1=NC(=NC(=N1)C1=C(C=C(C=C1)C)C)C1=C(C=C(C=C1)C)C)O)COCC(CCCC)CC